C(C1=CC=CC=C1)C1=CC(=C(C=C1)C=1NC(C2=C(N1)NN=N2)=O)OCC 5-(4-benzyl-2-ethoxyphenyl)-3,6-dihydro-7H-[1,2,3]triazolo[4,5-d]pyrimidin-7-one